7-fluoro-5-phenyl-2-(pyrazol-1-ylmethylsulfonyl)-6,7-dihydro-5H-pyrrolo[1,2-b][1,2,4]triazole FC1CC(N2N=C(N=C21)S(=O)(=O)CN2N=CC=C2)C2=CC=CC=C2